C(C1=CC=CC=C1)N1N=CC=2C1=NC(=C(C2Br)F)C 1-benzyl-4-bromo-5-fluoro-6-methyl-1H-pyrazolo[3,4-b]Pyridine